BrC1=CC(=C(O[C@H](C(=O)[O-])C)C=C1)C(C=1SC=CN1)(F)F.[Na+] sodium (S)-2-(4-bromo-2-(difluoro(thiazol-2-yl)methyl)phenoxy)propanoate